FC(C1=NN=C(O1)C1=CC=2N(C=C1)C=C(N2)CN(C(=O)N2CCN(CC2)C(=O)N(C)C)C2=CC(=CC=C2)F)F N1-((7-(5-(difluoromethyl)-1,3,4-oxadiazol-2-yl)imidazo[1,2-a]pyridin-2-yl)methyl)-N1-(3-fluorophenyl)-N4,N4-dimethylpiperazine-1,4-dicarboxamide